2-(Chloroethyl)acetate ClCCCC(=O)[O-]